C1(=CC=CC=C1)[C@H]1N=C(O[C@H]1C1=CC=CC=C1)C(C#N)C=1O[C@H]([C@H](N1)C1=CC=CC=C1)C1=CC=CC=C1 2,2-bis((4R,5S)-4,5-diphenyl-4,5-dihydro-oxazol-2-yl)acetonitrile